(7-bromothieno[2,3-c]pyridin-2-yl)methanol BrC=1N=CC=C2C1SC(=C2)CO